C(C)N(C(CN1C2=NC(=NC=C2N(C1=O)C)C1=CC=CC=C1)=O)CC1=CC=CC=C1 N-ETHYL-7,8-DIHYDRO-7-METHYL-8-OXO-2-PHENYL-N-(PHENYLMETHYL)-9H-PURINE-9-ACETAMIDE